C(C)(C)(C)OC(N[C@@H](CC=1C(CC=NC1F)Cl)C)=O |r| N-[rac-(1R)-2-(4-chloro-6-fluoro-3,4-dihydropyridin-5-yl)-1-methyl-ethyl]carbamic acid tert-butyl ester